2-(7-(4-(2-(2,6-Dioxopiperidin-3-yl)-6-fluoro-1-oxoisoindolin-4-yl)piperidin-1-yl)heptyl)-4-((1-hydroxy-1,3-dihydrobenzo[c][1,2]oxaborol-5-yl)oxy)benzonitrile O=C1NC(CCC1N1C(C2=CC(=CC(=C2C1)C1CCN(CC1)CCCCCCCC1=C(C#N)C=CC(=C1)OC1=CC2=C(B(OC2)O)C=C1)F)=O)=O